tert-butyl 4-((8-((tert-butoxycarbonyl)(2-(trifluoromethoxy)benzyl)amino)-3-isopropylimidazo[1,2-b]pyridazin-6-yl)oxy)piperidine-1-carboxylate C(C)(C)(C)OC(=O)N(C=1C=2N(N=C(C1)OC1CCN(CC1)C(=O)OC(C)(C)C)C(=CN2)C(C)C)CC2=C(C=CC=C2)OC(F)(F)F